tert-butyl-2-(2-(4-((1r,4r)-4-(4-amino-3-(4-phenoxyphenyl)-1H-pyrazolo[3,4-d]pyrimidin-1-yl)cyclohexyl) piperazin-1-yl)ethoxy)ethylcarbamate C(C)(C)(C)OC(NCCOCCN1CCN(CC1)C1CCC(CC1)N1N=C(C=2C1=NC=NC2N)C2=CC=C(C=C2)OC2=CC=CC=C2)=O